CC(C[C@H](C(=O)O)NC(CC1N(C(CC1)=O)CC1=CC=C(C=C1)C)=O)C (2R)-4-methyl-2-[[2-[1-[(4-methylphenyl)methyl]-5-oxopyrrolidin-2-yl]acetyl]amino]pentanoic acid